C(#N)C1=C(C=CC=C1)NC(=O)C=1C(=NC(=NC1)NC1=CC(=C(C=C1)C1CCN(CC1)C)C)OC N-(2-cyanophenyl)-4-methoxy-2-((3-methyl-4-(1-methylpiperidin-4-yl)phenyl)amino)pyrimidine-5-carboxamide